C(C)(C)C1CC(CCC1)=CCC1OCCO1 2-(2-(3-isopropylcyclohex-ylidene)ethyl)-1,3-dioxolane